C(CCC)OCC1CO1 Butylglycidylether